Phenylpyridineyl(triphenylenyl)indolocarbazole C1(=CC=CC=C1)C1=C(C(=C2C(=C1)N=C1C=CC3=C4C=CC=CC4=NC3=C12)C1=CC=CC=2C3=CC=CC=C3C3=CC=CC=C3C12)C1=NC=CC=C1